3-[(3-bromo-6-fluoro-2-methyl-1H-indol-1-yl)sulphonyl]-N,N-dimethyl-1H-1,2,4-triazole-1-sulphonamide BrC1=C(N(C2=CC(=CC=C12)F)S(=O)(=O)C1=NN(C=N1)S(=O)(=O)N(C)C)C